4-amino-7-fluoro-N-methyl-N-((3S)-6-(pentafluoro-lambda~6~-sulfanyl)-2,3-dihydro-1-benzofuran-3-yl)-1,3-dihydrofuro[3,4-c]quinoline-8-carboxamide NC1=NC=2C=C(C(=CC2C2=C1COC2)C(=O)N([C@@H]2COC1=C2C=CC(=C1)S(F)(F)(F)(F)F)C)F